C(C)(C)C=1C=NC2=CC(=C(C=C2C1)C=1N=NC(=CC1)N(C1CC(NC(C1)(C)C)(C)C)C)O 3-isopropyl-6-(6-(methyl(2,2,6,6-tetramethylpiperidin-4-yl)amino)pyridazin-3-yl)quinolin-7-ol